C(C)(C)(C)OC(N(CC1=CC(=CC=C1)NC(\C=C\CN(C)C)=O)C1=CC(=NC=2N1N=CC2C(C)C)C2CC2)=O (E)-(5-cyclopropyl-3-isopropylpyrazolo[1,5-a]pyrimidine-7-yl)(3-(4-(dimethylamino)but-2-enamido)benzyl)carbamic acid tert-butyl ester